COCCOC1=CC=C2C=CN(C2=C1)C(=O)NC 6-(2-methoxyethoxy)-N-methyl-1H-indol-1-carboxamide